2-(3-(5-Bromo-2-((2-methoxy-5-methyl-4-(4-(4-methylpiperazin-1-yl)piperidin-1-yl)benzeneyl)amino)pyrimidin-4-yl)-5-fluoro-1H-indol-1-yl)ethan-1-ol BrC=1C(=NC(=NC1)NC1=C(C=C(C(=C1)C)N1CCC(CC1)N1CCN(CC1)C)OC)C1=CN(C2=CC=C(C=C12)F)CCO